C(CCCCCCCCC)N=C=O decyl isocyanate